(3-aminopropyl)-N3-(2-(4-(dimethylamino)phenyl)quinolin-4-yl)-N1-methylpropane-1,3-diamine NCCCC(CCNC1=CC(=NC2=CC=CC=C12)C1=CC=C(C=C1)N(C)C)NC